3-methyl-2-butene-1-ol CC(=CCO)C